(4-(4-Methoxypiperidin-4-yl)phenyl)(4-(5-(trifluoromethyl)pyridin-2-yl)piperidin-1-yl)methanone COC1(CCNCC1)C1=CC=C(C=C1)C(=O)N1CCC(CC1)C1=NC=C(C=C1)C(F)(F)F